2-((7-(but-2-yn-1-yl)-8-((R)-3-((t-butoxycarbonyl)amino)piperidin-1-yl)-3-methyl-2,6-dioxo-2,3,6,7-tetrahydro-1H-purin-1-yl)methyl)nicotinic acid C(C#CC)N1C(=NC=2N(C(N(C(C12)=O)CC1=C(C(=O)O)C=CC=N1)=O)C)N1C[C@@H](CCC1)NC(=O)OC(C)(C)C